ClC1=CC=C(C=C1)CC=CC1=C(C=CC=C1)O 1-(4-chlorophenyl)-3-(2-hydroxyphenyl)-2-propene